FC1(CN(CC1)C1=NC=CC(=C1NC(=O)C=1C=NC(=NC1)OCC)C1=C(C=CC=C1)F)F N-[2-(3,3-difluoropyrrolidin-1-yl)-4-(2-fluoro-phenyl)-3-pyridyl]-2-ethoxy-pyrimidine-5-carboxamide